1-(tert-butyl)piperidin C(C)(C)(C)N1CCCCC1